C(CC(O)(C(=O)O)CC(=O)O)(=O)O.ClC1=C(C=C(C=C1)O)CN1CCC(CC1)(CCC1=CC=CC=C1)COCC 4-chloro-3-((4-(ethoxy-methyl)-4-phenethyl-piperidin-1-yl)methyl)phenol citrate